ClCC1=C(C=CC=C1C)NS(=O)(=O)C1=CC=C(C=C1)C N-(2-(chloromethyl)-3-methylphenyl)-4-methylbenzenesulfonamide